(S)-2-(1-methoxy-1-methyl-ethyl)pyrrolidine hydrochloride Cl.COC(C)(C)[C@H]1NCCC1